((R)-3-Methoxypyrrolidin-1-yl)(6-(3-methyl-1H-pyrrolo[2,3-b]pyrrolidin-5-yl)-8-((S)-pyrrolidin-2-yl)-3,4-dihydroisoquinolin-2(1H)-yl)methanone CO[C@H]1CN(CC1)C(=O)N1CC2=C(C=C(C=C2CC1)C1CC2=C(N1)NC=C2C)[C@H]2NCCC2